CCCCCCCCCCCCCCCCCCCCCCCO 23-tricosanol